P(=O)(O)(O)O[C@H]1[C@H]([C@@H](O[C@@H]1CO)N1C=NC=2C(N)=NC=NC12)OC.C[Si](O[Si](O[Si](O[Si](CCCOCC1OC1)(C)C)(C)C)(C)C)(CCCOCC1OC1)C 1,1,3,3,5,5,7,7-octamethyl-1,7-bis(3-(oxiran-2-ylmethoxy) propyl) tetrasiloxane 2'-O-methyladenosine-3'-phosphate